2-(2-(3-bromobenzamido)-4-(trifluoromethyl)phenyl)-2-oxoacetic acid BrC=1C=C(C(=O)NC2=C(C=CC(=C2)C(F)(F)F)C(C(=O)O)=O)C=CC1